N-[6-[4-[acetyl(cyclopropylmethyl)amino]-3-chloro-phenyl]-3-pyridyl]-3-(6-fluoro-3-pyridyl)propanamide C(C)(=O)N(C1=C(C=C(C=C1)C1=CC=C(C=N1)NC(CCC=1C=NC(=CC1)F)=O)Cl)CC1CC1